3-(4-((1R,5S)-3,8-diazabicyclo[3.2.1]octan-8-yl)-7-fluoro-1-oxoisoindolin-2-yl)piperidine-2,6-dione [C@H]12CNC[C@H](CC1)N2C2=C1CN(C(C1=C(C=C2)F)=O)C2C(NC(CC2)=O)=O